tert-butyl 4-methyl-4-((4-(4-morpholino-7-((2-(trimethylsilyl)ethoxy)methyl)-7H-pyrrolo[2,3-d]pyrimidin-6-yl)phenyl)carbamoyl)piperidine-1-carboxylate CC1(CCN(CC1)C(=O)OC(C)(C)C)C(NC1=CC=C(C=C1)C1=CC2=C(N=CN=C2N2CCOCC2)N1COCC[Si](C)(C)C)=O